ethyl 2-(6-benzyloxy-3-bromo-2-fluoro-anilino)acetate C(C1=CC=CC=C1)OC1=CC=C(C(=C1NCC(=O)OCC)F)Br